8-(5-chloro-4-(trifluoromethyl)pyridin-3-yl)-9-(4-((1-(3-fluoropropyl)azetidin-3-yl)methyl)phenyl)-6,7-dihydro-5H-benzo[7]annulene-3-carboxylic acid ClC=1C(=C(C=NC1)C=1CCCC2=C(C1C1=CC=C(C=C1)CC1CN(C1)CCCF)C=CC(=C2)C(=O)O)C(F)(F)F